COC1=C(C=CC=C1)C1=CC(=NC=C1C(=O)NC=1SC2=C(N1)CN(C2)S(=O)(=O)N2CCCC2)C 4-(2-Methoxyphenyl)-6-methyl-N-(5-(pyrrolidin-1-ylsulfonyl)-5,6-dihydro-4H-pyrrolo[3,4-d]thiazol-2-yl)nicotinamide